CC=1C2=C(N=CN1)SC=N2 7-methylthiazolo[5,4-d]pyrimidine